C12CN(CC(O1)C2)C2=NN=C(S2)C=2C(=CC(=NC2)C2=CC=C1N2N=CC(=C1)C#N)NC1CCOCC1 7-(5-(5-(6-oxa-3-azabicyclo[3.1.1]heptan-3-yl)-1,3,4-thiadiazol-2-yl)-4-((tetrahydro-2H-pyran-4-yl)amino)pyridin-2-yl)pyrrolo[1,2-b]pyridazine-3-carbonitrile